OC=1C=C2C(N(C=NC2=CC1)CC1CC2(C1)CCN(CC2)C(=O)OC(C)(C)C)=O tert-butyl 2-[(6-hydroxy-4-oxo-quinazolin-3-yl)methyl]-7-azaspiro[3.5]nonane-7-carboxylate